(2S,4R)-N-[(S)-[5-(3,3-difluorocyclobutyl)pyridin-2-yl](phenyl)methyl]-4-fluoro-1-[2-(1,3-oxazol-2-yl)acetyl]pyrrolidine-2-carboxamide FC1(CC(C1)C=1C=CC(=NC1)[C@@H](NC(=O)[C@H]1N(C[C@@H](C1)F)C(CC=1OC=CN1)=O)C1=CC=CC=C1)F